8-(1-adamantyloxymethyloxycarbonyl)-tetracyclo[4.4.0.12,5.17,10]-3-dodecene C12(CC3CC(CC(C1)C3)C2)OCOC(=O)C2C3C1C4C=CC(C1C(C2)C3)C4